2,2,2-trifluoroethyl (S)-2-amino-3-(4-(5-((3aS,4S,6aR)-2-oxohexahydro-1H-thieno[3,4-d]imidazol-4-yl)pentanamido)phenyl)propanoate N[C@H](C(=O)OCC(F)(F)F)CC1=CC=C(C=C1)NC(CCCC[C@@H]1SC[C@@H]2NC(N[C@@H]21)=O)=O